C(C)N1C(NC2=CC(=CC=3C2=C1N=CN3)CN3CCN(CC3)C=3C=CC(=NC3C)C(=O)NC)=O 5-(4-((3-ethyl-2-oxo-2,3-dihydro-1H-pyrimido[4,5,6-de]quinazolin-8-yl)methyl)piperazin-1-yl)-N,6-dimethylpyridineamide